ClC1=CC(=NC2=C(C=CC=C12)F)[C@@H]1O[C@]([C@H]([C@H]1C1=C(C(=C(C=C1)F)F)OC)C)(C(F)(F)F)C 4-chloro-2-((2R,3S,4S,5R)-3-(3,4-difluoro-2-methoxyphenyl)-4,5-dimethyl-5-(trifluoromethyl)tetrahydrofuran-2-yl)-8-fluoroquinoline